FC(C(=O)O)(F)F.CC1C(CC=C(C1)N1CCC2(CC1)CCNCC2)=O 3-methyl-2-oxo-5-(3,9-diazaspiro[5.5]undecan-3-yl)-2,3-dihydro-1H-benzene Trifluoroacetate salt